BrC=1C(=C(C=CC1)C=1OC2=C(N1)CN(C2)C(CN2CC(C2)O)=O)C 1-(2-(3-bromo-2-methylphenyl)-4,6-dihydro-5H-pyrrolo[3,4-d]oxazol-5-yl)-2-(3-hydroxyazetidin-1-yl)ethan-1-one